racemic-ethyl 1-(fluoromethyl)-4-(4,4,5,5-tetramethyl-1,3,2-dioxaborolan-2-yl)cyclohex-3-enecarboxylate FC[C@]1(CC=C(CC1)B1OC(C(O1)(C)C)(C)C)C(=O)OCC |r|